(2S,3aS,6aS)-1-[(2S)-2-[[(2S)-1-ethoxy-1-oxo-4-phenylbutan-2-yl]amino]propanoyl]-3,3a,4,5,6,6a-hexahydro-2H-cyclopenta[b]pyrrole-2-carboxylic acid C(C)OC([C@H](CCC1=CC=CC=C1)N[C@H](C(=O)N1[C@@H]2[C@H](C[C@H]1C(=O)O)CCC2)C)=O